(S)-8-chloro-6-(((1-methyl-1H-pyrazol-5-yl)(1-(1-(trifluoromethyl)cyclopropyl)-1H-1,2,3-triazol-4-yl)methyl)amino)-4-(neopentylamino)quinoline-3-carbonitrile ClC=1C=C(C=C2C(=C(C=NC12)C#N)NCC(C)(C)C)N[C@H](C=1N=NN(C1)C1(CC1)C(F)(F)F)C1=CC=NN1C